1-benzyl-3-(2,6-dibromo-4-fluorobenzyl)-3-(3-methoxyphenyl)piperazin-2-one C(C1=CC=CC=C1)N1C(C(NCC1)(C1=CC(=CC=C1)OC)CC1=C(C=C(C=C1Br)F)Br)=O